FC=1C=C(C=CC1C)C=1N=NN(C1)[C@@H]1[C@H]([C@@H](SC=2C(=NC=C(C2)Br)C#N)O[C@@H]([C@@H]1O)CO)OC 5-Bromo-2-cyano-pyridin-3-yl 3-deoxy-3-[4-(3-fluoro-4-methylphenyl)-1H-1,2,3-triazol-1-yl]-2-O-methyl-1-thio-α-D-galactopyranoside